CN1CC2=CC(=CC(=C2CC1)C)C=1N=C(C(=NC1)N)OCC1=CC(=NC=C1)NCC 5-(2,5-dimethyl-1,2,3,4-tetrahydroisoquinolin-7-yl)-3-((2-(ethylamino)pyridin-4-yl)methoxy)pyrazin-2-amine